(5S,8S)-N-((R)-1-(2-chloro-4-fluorophenyl)ethyl)-5-fluoro-8-hydroxy-8-methyl-5,6,7,8-tetrahydro-quinoline-5-carboxamide ClC1=C(C=CC(=C1)F)[C@@H](C)NC(=O)[C@]1(C=2C=CC=NC2[C@@](CC1)(C)O)F